ClC=1CC(CCC1C=O)NC(OCC1=CC=CC=C1)=O benzyl N-(3-chloro-4-formyl-cyclohex-3-en-1-yl)carbamate